ClC=1C=C(C=CC1F)N1N=C(C=C1/C=C/C(=O)NC1=CC=CC=2NC(NC21)=O)C(F)(F)F (E)-3-(1-(3-chloro-4-fluorophenyl)(trifluoromethyl)-1H-pyrazol-5-yl)-N-(2-oxo-2,3-dihydro-1H-benzo[d]imidazol-4-yl)acrylamide